COC=1N=CC(=NC1N1N=CC=C1)C(=O)OC methyl 5-methoxy-6-(1H-pyrazol-1-yl)pyrazine-2-carboxylate